tert-butyl 3-((6-chloro-4-(1-ethoxyvinyl)-2,7-naphthyridin-1-yl)oxy)azetidine-1-carboxylate ClC=1C=C2C(=CN=C(C2=CN1)OC1CN(C1)C(=O)OC(C)(C)C)C(=C)OCC